1,3-benzodioxol-5-yl-[4-[(E)-cinnamyl]-piperazin-1-yl]methanone O1COC2=C1C=CC(=C2)C(=O)N2CCN(CC2)C\C=C\C2=CC=CC=C2